5-fluoro-4-[9-(3-hydroxy-3-methyl-but-1-ynyl)-3,4-dihydro-2H-1,5-benzoxazepin-5-yl]-1H-quinazolin-2-one FC1=C2C(=NC(NC2=CC=C1)=O)N1CCCOC2=C1C=CC=C2C#CC(C)(C)O